Acetic acid sodium salt trihydrate O.O.O.[Na+].C(C)(=O)[O-]